C1(CCCCC1)C=CC1=CC=C(C=C1)C(F)(F)F 1-(2-cyclohexylvinyl)-4-trifluoromethylbenzene